(S)-1-(6-((R)-3-fluoropyrrolidin-1-yl)pyridin-3-yl)ethan-1-amine dihydrochloride Cl.Cl.F[C@H]1CN(CC1)C1=CC=C(C=N1)[C@H](C)N